FC1=C(C=CC(=C1)OC1=CC(=NC=C1)NC=1OC=CN1)NC1=NC=NC2=CC(=C(C=C12)NC1CCN(CC1)C(C=C)=O)OC 1-(4-((4-((2-fluoro-4-((2-(oxazol-2-ylamino)pyridin-4-yl)oxy)phenyl)amino)-7-methoxyquinazolin-6-yl)amino)piperidin-1-yl)prop-2-en-1-one